BrC1=C(C=C(C(=C1)Br)OC)S(=O)(=O)Cl 2,4-Dibromo-5-methoxybenzenesulfonyl chloride